Lithium-Manganese-Oxide [O-2].[Mn+2].[Li+]